ClC1=NC(=CC(=N1)NC(C1=C(C=C(C=C1)S(=O)(=O)C)N1CCC2(CC2)CC1)=O)C N-(2-chloro-6-methylpyrimidin-4-yl)-4-(methylsulfonyl)-2-(6-azaspiro[2.5]oct-6-yl)benzamide